2-(((1R*,6R*)-5-(6-((4-Chloro-2-fluorobenzyl)oxy)pyridin-2-yl)-2,5-diazabicyclo[4.2.0]octan-2-yl)methyl)-4-methoxy-1-(((S)-oxetan-2-yl)methyl)-1H-benzo[d]imidazole-6-carboxylic acid ClC1=CC(=C(COC2=CC=CC(=N2)N2CCN([C@@H]3CC[C@@H]23)CC2=NC3=C(N2C[C@H]2OCC2)C=C(C=C3OC)C(=O)O)C=C1)F |o1:17,20|